C1C(CC12CCNCC2)N2CCC(CC2)N2N=C(C=1C2=NC=NC1N)C1=CC=C(C=C1)OC1=CC=CC=C1 (1-(7-azaspiro[3.5]nonan-2-yl)piperidin-4-yl)-3-(4-phenoxyphenyl)-1H-pyrazolo[3,4-d]pyrimidin-4-amine